2-(1-(4-Aminophenyl)piperidin-4-yl)ethan-1-ol NC1=CC=C(C=C1)N1CCC(CC1)CCO